(R)-1-BOC-3-hydroxymethylpyrrolidine C(=O)(OC(C)(C)C)N1C[C@@H](CC1)CO